CCCCCCC(C)(C)C=O DIMETHYLOCTANAL